C1(CC1)C=1C(=NON1)C(=O)N[C@H](C=1N=C2N(N=CC(=C2)C[C@H]2C(N[C@H](C2)CC)=O)C1)C1CCC(CC1)(F)F |o1:21,24| 4-Cyclopropyl-N-[(S)-(4,4-difluorocyclohexyl)-[7-[[(3R*,5S*)-5-ethyl-2-oxo-pyrrolidin-3-yl]methyl]imidazo[1,2-b]pyridazin-2-yl]methyl]-1,2,5-oxadiazole-3-carboxamide